9-chloro-1-methyl-5H-benzo[c][1,2,3]triazolo[1,5-a]azepin-7(6H)-one ClC1=CC2=C(C=3N(CCC2=O)N=NC3C)C=C1